FC1(CC2(C1)CC(N(CC2)CC2=C1C=CNC1=C(C=C2OC)C)C2=CC=C(C=C2)S(=O)(=O)N(C)C)F 4-(2,2-difluoro-7-((5-methoxy-7-methyl-1H-indol-4-yl)methyl)-7-azaspiro[3.5]nonan-6-yl)-N,N-dimethylbenzenesulfonamide